methyl 2-(7-bromo-5-methyl-3,4-dihydroisoquinoline-2(1H)-yl)Acetate BrC1=CC(=C2CCN(CC2=C1)CC(=O)OC)C